C(C)(C)(C)NS(=O)(=O)C1=CC(=CC=C1)NC1=NC(=NC=C1C)NC1=CC=C(C=C1)N1CCN(CC1)C(CCCCCCNC=1C=C2C(N(C(C2=CC1)=O)C1C(NC(CC1)=O)=O)=O)=O N-(tert-butyl)-3-((2-((4-(4-(7-((2-(2,6-dioxopiperidin-3-yl)-1,3-dioxoisoindolin-5-yl)amino)heptanoyl)piperazin-1-yl)phenyl)amino)-5-methylpyrimidin-4-yl)amino)benzenesulfonamide